C(#N)C=1C=NN2C1C(=CC(=C2)C=2N=NN(C2C)C2CCN(CC2)C(=O)OC(C)(C)C)OC(C)C2=C(C=NS2)C tert-butyl 4-[4-[3-cyano-4-[1-(4-methylisothiazol-5-yl)ethoxy]pyrazolo[1,5-a]pyridin-6-yl]-5-methyl-triazol-1-yl]piperidine-1-carboxylate